2-((2-(4-cyanophenyl)propyl)amino)-2-(1-methyl-1H-pyrazol-4-yl)-N-(5-(1-methyl-1H-pyrazol-4-yl)-pyridin-2-yl)acetamide C(#N)C1=CC=C(C=C1)C(CNC(C(=O)NC1=NC=C(C=C1)C=1C=NN(C1)C)C=1C=NN(C1)C)C